Palladium(II) nitrat Dihydrat O.O.[N+](=O)([O-])[O-].[Pd+2].[N+](=O)([O-])[O-]